ClC=1C=C(C=CC1Cl)C=1N=C(NC1)C1=NC=CN=C1 (s)-4-(3,4-dichlorophenyl)-2-pyrazinylimidazole